9-(((S)-1-((2S,4R)-4-hydroxy-2-((4-(4-methylthiazol-5-yl)benzyl)carbamoyl)pyrrolidin-1-yl)-3,3-dimethyl-1-oxobutan-2-yl)amino)-9-oxononanoic acid O[C@@H]1C[C@H](N(C1)C([C@H](C(C)(C)C)NC(CCCCCCCC(=O)O)=O)=O)C(NCC1=CC=C(C=C1)C1=C(N=CS1)C)=O